nitrogen 2-[2-(3-chloro-2-pyridyl)-5-(trifluoromethyl)pyrazol-3-yl]-8-methyl-6-(trifluoromethyl)-3,1-benzoxazin-4-one ClC=1C(=NC=CC1)N1N=C(C=C1C1=NC2=C(C(O1)=O)C=C(C=C2C)C(F)(F)F)C(F)(F)F.[N]